6-[3-[2-[2-[2-(2-azidoethoxy)ethoxy]ethoxy]ethoxy]-2-[6-(2-butyloctanoyloxy)hexoxy]propoxy]hexyl 2-butyloctanoate C(CCC)C(C(=O)OCCCCCCOCC(COCCOCCOCCOCCN=[N+]=[N-])OCCCCCCOC(C(CCCCCC)CCCC)=O)CCCCCC